C(C)OC(C=C1CCC(CC1)C(=O)O)=O 4-(2-ethoxy-2-oxoethylidene)cyclohexane-1-carboxylic acid